CN(C=1C=NN2C1N=C(C=C2)N2CCC(CC2)O)C 1-(3-(Dimethylamino)pyrazolo[1,5-a]pyrimidin-5-yl)piperidin-4-ol